(2S,3S)-2-benzoyl-3-cyclohexylspiro[cyclopropane-1,2'-indene]-1',3'-dione C(C1=CC=CC=C1)(=O)[C@H]1[C@@H](C12C(C1=CC=CC=C1C2=O)=O)C2CCCCC2